COC([C@@H](NP(=O)(OC=1C=NC=CC1)OC1=CC=C(C=C1)[N+](=O)[O-])C)=O ((4-nitrophenoxy)(pyridin-3-yloxy)phosphoryl)-L-alanine methyl ester